2-(3-methoxyphenyl)-2-oxoacetaldehyde COC=1C=C(C=CC1)C(C=O)=O